B(O)(O)C1=CC(=C(S1)C(=O)O)C 5-BORONO-3-METHYLTHIOPHENE-2-CARBOXYLIC ACID